ONC(=O)C[C@@H](CC1=CC2=CC=CC=C2C=C1)N1N=NC=C1CNC(=O)C1CCCCC1 (R)-cyclohexanecarboxylic acid [3-(1-hydroxycarbamoylmethyl-2-naphthalen-2-yl-ethyl)-3H-[1,2,3]triazol-4-ylmethyl]-amide